2-[2-(1,1-difluoroethyl)-4-methylpyrimidin-5-yl]sulfonyl-6-[(3-methyloxetan-3-yl)methyl]-2,6-diazaspiro[3.3]heptane FC(C)(F)C1=NC=C(C(=N1)C)S(=O)(=O)N1CC2(C1)CN(C2)CC2(COC2)C